ClC1=CC=C(C=N1)CN1C(C=CC=C1)=CC(C(F)(F)F)=O 3-[1-[(6-chloro-3-pyridyl)methyl]-2-pyridylidene]-1,1,1-trifluoropropan-2-one